3-((3-(2-fluorophenyl)-5,6-dihydropyrrolo[3,4-c]pyrazol-2(4H)-yl)methyl)benzoic acid methyl ester COC(C1=CC(=CC=C1)CN1N=C2C(=C1C1=C(C=CC=C1)F)CNC2)=O